C(C=C)(=O)N1[C@@H](C[C@H](CC1)N1C=NC=2C(=NC=3C(=C(C(=CC3C21)C)C2=CC=C(C=C2)F)F)N2CC(C2)(C)N(C)C)CC#N 2-((2S,4S)-1-acryloyl-4-(4-(3-(dimethylamino)-3-methylazetidin-1-yl)-6-fluoro-7-(4-fluorophenyl)-8-methyl-1H-imidazo[4,5-c]quinolin-1-yl)piperidin-2-yl)acetonitrile